6-(5-methyl-2-pyridyl)quinazolin-4-amine CC=1C=CC(=NC1)C=1C=C2C(=NC=NC2=CC1)N